C(C1=CC=CC=C1)OC1=CC(=C(C=C1OCC1=CC=CC=C1)C1=CC=NN1C)[N+](=O)[O-] 5-(4,5-dibenzyloxy-2-nitro-phenyl)-1-methyl-pyrazole